[O-]CCCC.C[Al+]C dimethylaluminum n-butoxide